C1(CC1)C(=O)N1CC2=CC(=CC=C2CC1)S(=O)(=O)N([C@@H](C(F)(F)F)C1=CC=C(C=C1)F)CC (R)-2-(Cyclopropanecarbonyl)-N-ethyl-N-(2,2,2-trifluoro-1-(4-fluorophenyl)ethyl)-1,2,3,4-tetrahydroisoquinoline-7-sulfonamide